pyrimidin-4-one hydrochloric acid salt Cl.N1=CNC(C=C1)=O